[NH4+].C(CCCCCCCCCCCCCCC(C)C)(=O)[O-] isostearate ammonium